COC1=CC=C(C=C1)N(C1=CC=C(C=C1)OB(O)O)C1=CC=C(C=C1)OC (4-(di(4-methoxyphenyl)amino)phenyl)boric acid